C(C)OC(CCC(=O)C1=NC2=CC=CC(=C2C(=C1O)C#N)C1=CC=CC=C1)=O 4-(4-Cyano-3-hydroxy-5-phenyl-quinolin-2-yl)-4-oxo-butyric acid ethyl ester